2-((1S,2S)-2-(3-chloro-6-(2,4-dimethoxypyrimidin-5-yl)pyridazin-4-yl)cyclopropyl)propan-2-ol ClC=1N=NC(=CC1[C@@H]1[C@H](C1)C(C)(C)O)C=1C(=NC(=NC1)OC)OC